OCCCC(=O)N 4-HYDROXYBUTANOIC AMIDE